O(C1=CC=CC=C1)C1=CC=C(C=C1)C1=CNC=2N=CN=C(C21)C2CCN(CC2)C(C=C)=O 1-(4-(5-(4-phenoxyphenyl)-7H-pyrrolo[2,3-d]pyrimidin-4-yl)-piperidin-1-yl)-2-propen-1-one